COC=1C(=CC2=CN(N=C2C1)C1CCC(CC1)N(C(OC(C)(C)C)=O)C)C(NC=1C=NN2C=NC=CC21)=O tert-butyl ((1r,4r)-4-(6-methoxy-5-(pyrazolo[1,5-c]pyrimidin-3-ylcarbamoyl)-2H-indazol-2-yl)cyclohexyl)(methyl)carbamate